C(C)(C)(C)OC(=O)N1C[C@@H](CC1)NC1=NC(=CC=C1)OCC1=C(C=C(C=C1)Cl)F (R)-3-((6-((4-chloro-2-fluorobenzyl)oxy)pyridin-2-yl)amino)pyrrolidine-1-carboxylic acid tert-butyl ester